(3R,4S)-4-allyl-3-(((phenylmethoxy)carbonyl)amino)pyrrolidine-3-carboxylic acid phenylmethyl ester hydrochloride Cl.C1(=CC=CC=C1)COC(=O)[C@@]1(CNC[C@@H]1CC=C)NC(=O)OCC1=CC=CC=C1